1-((1S,3S)-3-hydroxycyclobutyl)-1H-1,2,3-triazole-4-carboxylic acid OC1CC(C1)N1N=NC(=C1)C(=O)O